ClC1=CC=C(C=N1)OC[C@](C(=O)NC=1C=NC(=C(C1)C(F)(F)F)C#N)(C)O (S)-3-((6-chloropyridin-3-yl)oxy)-N-(6-cyano-5-(trifluoromethyl)pyridin-3-yl)-2-hydroxy-2-methylpropionamide